rac-4-(4-acryloylpiperazin-1-yl)-7-(8-methylnaphthalen-1-yl)-N-(1-(pyrrolidin-1-yl)butan-2-yl)-5,6,7,8-tetrahydro-1,7-naphthyridine-2-carboxamide C(C=C)(=O)N1CCN(CC1)C1=CC(=NC=2CN(CCC12)C1=CC=CC2=CC=CC(=C12)C)C(=O)N[C@@H](CN1CCCC1)CC |r|